C(C)(C)(C)OC(=O)NCC=1C=C2C(=CN1)N(C=C2Cl)C(=O)OC(C)(C)C tert-butyl 5-(((tert-butoxycarbonyl)amino)methyl)-3-chloro-1H-pyrrolo[2,3-c]pyridine-1-carboxylate